(1-acryloylpiperidin-3-yl)-4-amino-3-(4-phenoxyphenyl)-1H-imidazo[4,5-c]pyridin-2(3H)-one C(C=C)(=O)N1CC(CCC1)N1C(N(C=2C(=NC=CC21)N)C2=CC=C(C=C2)OC2=CC=CC=C2)=O